FC(C(=O)O)(F)F.NCC(CC=1N(C(NN1)=O)CC=1SC(=CC1)C#CC=1C=NC(=CC1)N(C)C)=C(F)F [2-(aminomethyl)-3,3-difluoro-allyl]-4-[[5-[2-[6-(dimethylamino)-3-pyridinyl]ethynyl]-2-thienyl]methyl]-1,2,4-triazol-3-one trifluoroacetate salt